4-(benzyloxy)-D-4-oxobutanoic acid C(C1=CC=CC=C1)OC(CCC(=O)O)=O